CC1=C(C=C(C=C1)C1=CC=C(C=C1)S(=O)(=O)N1CCN(CC1)C)N(C=1OC=C(N1)C1=NC(=CC(=N1)N)N)CCC 2-(2-((4-Methyl-4'-((4-methylpiperazin-1-yl)sulfonyl)-[1,1'-biphenyl]-3-yl)(propyl)amino)oxazol-4-yl)pyrimidine-4,6-diamine